CC1=CC=C(C=C1)S(=O)(=O)N(C(=O)N)C1=CC=CC=C1 N-(p-toluenesulfonyl)-N-phenylurea